6-(2,6-dimethylpyrimidin-4-yl)-7,7-dimethyl-5-oxo-5,6,7,8-tetrahydroquinolin CC1=NC(=CC(=N1)C1C(C=2C=CC=NC2CC1(C)C)=O)C